O(C)CC(C)O 3-methoxyl-2-propanol